C(C)(C)(C1=CC=CC=C1)O Cumyl Alcohol